FC=1C=C2C(=CN3C2=C(C1)CN(C(C3([2H])[2H])([2H])[2H])C(=O)N3CCCCC3)C=3C(NC(C3C3=CN=C1N3C=CC=C1)=O)=O 3-(9-fluoro-2-(piperidine-1-carbonyl)-1,2,3,4-tetrahydro-[1,4]diazepino[6,7,1-hi]indol-7-yl-3,3,4,4-d4)-4-(imidazo[1,2-a]pyridin-3-yl)-1H-pyrrole-2,5-dione